NC1=CC=C(C(=N1)COCC=1C=C(C(=C(C1)NC1=C(N=NC(=C1)Cl)C(=O)NC([2H])([2H])[2H])OC)C=1OC=C(N1)C)F 4-((5-(((6-Amino-3-fluoropyridin-2-yl)methoxy)methyl)-2-methoxy-3-(4-methyloxazol-2-yl)phenyl)amino)-6-chloro-N-(methyl-d3)pyridazine-3-carboxamide